COC1=NC=NC2=CC=C(C=C12)C=1C=CN2N=C(N=CC21)N[C@@H]2CC[C@@H](CC2)OC(F)(F)F 5-(4-methoxyquinazolin-6-yl)-N-(cis-4-(trifluoromethoxy)cyclohexyl)pyrrolo[2,1-f][1,2,4]triazin-2-amine